OCC1=C2CCN(C2=CC=C1)C1=CC=C(N=N1)C1=C(C=C(C=C1C)C)O 2-[6-[4-(hydroxymethyl)indolin-1-yl]pyridazin-3-yl]-3,5-dimethyl-phenol